2-Cyclobutyl-2-(pyridin-2-yl)acetonitrile C1(CCC1)C(C#N)C1=NC=CC=C1